CC1(OB(OC1(C)C)C=1C=C(C(=O)N2CCCC2)C=CC1)C 1-(3-(4,4,5,5-tetramethyl-1,3,2-dioxaborolan-2-yl)benzoyl)pyrrolidine